2-(2-pyridyl)-benzo[d]imidazole N1=C(C=CC=C1)C=1NC2=C(N1)C=CC=C2